(1S,5S)-6,6-dimethylbicyclo[3.1.1]heptane-2-carbaldehyde CC1([C@H]2CCC([C@@H]1C2)C=O)C